benzyl (2S)-2-(cyanomethyl)-4-[6-[(3-methoxy-1-naphthyl)carbamoyl]-2-[(1-methyl-2-piperidyl)methoxy]pyrimidin-4-yl]piperazine-1-carboxylate C(#N)C[C@@H]1N(CCN(C1)C1=NC(=NC(=C1)C(NC1=CC(=CC2=CC=CC=C12)OC)=O)OCC1N(CCCC1)C)C(=O)OCC1=CC=CC=C1